1-(tert-butyl) 2-methyl (2S,4S)-4-((tert-butyldimethylsilyl) oxy)-2-(2-(chloromethyl)allyl)-pyrrolidine-1,2-dicarboxylate [Si](C)(C)(C(C)(C)C)O[C@H]1C[C@](N(C1)C(=O)OC(C)(C)C)(C(=O)OC)CC(=C)CCl